3-((4-fluoro-2H-spiro[benzofuran-3,4'-piperidin]-6-yl)amino)piperidine-2,6-dione HCl salt Cl.FC1=CC(=CC2=C1C1(CCNCC1)CO2)NC2C(NC(CC2)=O)=O